2-Methoxy-2-methylpropyl ((((2R,3S,4R,5R)-5-(4-aminopyrrolo[2,1-f][1,2,4]triazin-7-yl)-5-cyano-3,4-dihydroxytetrahydrofuran-2-yl)methoxy)(phenoxy)phosphoryl)-L-alaninate NC1=NC=NN2C1=CC=C2[C@]2([C@@H]([C@@H]([C@H](O2)COP(=O)(OC2=CC=CC=C2)N[C@@H](C)C(=O)OCC(C)(C)OC)O)O)C#N